(Z)-ethyl 2-(2-oxocyclooct-3-en-1-yl)acetate O=C\1C(CCCC\C=C1)CC(=O)OCC